CC(C)C[C@@H](CO)N L-(+)-leucinol